2-mercaptoethyl ether acetate C(C)(=O)O.SCCOCCS